lithium-nickel-manganese-tungsten [W].[Mn].[Ni].[Li]